(2R,3S,4R,5R)-5-cyano-2-((2-cyclopentylacetoxy)methyl)-4-hydroxy-5-(4-((R)-2-methylbutanamido)pyrrolo[2,1-f][1,2,4]triazin-7-yl)tetrahydrofuran-3-yl (R)-2-amino-3,3-dimethylbutanoate N[C@@H](C(=O)O[C@@H]1[C@H](O[C@]([C@@H]1O)(C1=CC=C2C(=NC=NN21)NC([C@@H](CC)C)=O)C#N)COC(CC2CCCC2)=O)C(C)(C)C